2-allylsulfanyl-1-(pyridin-4-yl)ethan-1-one C(C=C)SCC(=O)C1=CC=NC=C1